CNC=1C=CC=2N(C1)C(=CN2)C=2C=C(C=CC2)N2CCCCC2 N-(3-(6-(methylamino)imidazo[1,2-a]pyridin-3-yl)phenyl)piperidine